[4-bromo-3-(cyclopentoxymethyl)phenyl]boronic acid BrC1=C(C=C(C=C1)B(O)O)COC1CCCC1